CC1=C(C(=C(C(=C1CC1=CC(=C(C(=C1)C(C)(C)C)O)C(C)(C)C)C)CC1=CC(=C(C(=C1)C(C)(C)C)O)C(C)(C)C)C)CC1=CC(=C(C(=C1)C(C)(C)C)O)C(C)(C)C 4,4',4''-[(2,4,6-trimethylbenzene-1,3,5-triyl)tris(methylene)]tris(2,6-di-t-butylphenol)